FC=1C=NC=CC1C1=CC=2C(NCC(C2N1)CCO)=O 2-(3-fluoropyridin-4-yl)-7-(2-hydroxyethyl)-1H,5H,6H,7H-pyrrolo[3,2-c]Pyridin-4-one